2-(2,6-Diethyl-4-((4-(4-(trifluoromethyl)phenyl)piperazin-1-yl)methyl)phenoxy)-2-methylpropanoic acid C(C)C1=C(OC(C(=O)O)(C)C)C(=CC(=C1)CN1CCN(CC1)C1=CC=C(C=C1)C(F)(F)F)CC